2-methoxy-N-(4-Propylpyridin-2-yl)benzamide COC1=C(C(=O)NC2=NC=CC(=C2)CCC)C=CC=C1